CCOC(=O)C1=C(NC(=C(C1C)C(=O)OCC)C)C 3,5-Diethoxycarbonyl-1,4-Dihydrocollidine